N1=CC(=CC=C1)C=1C=C(C=CC1)C1=CC=CC(=N1)C1=CC(=CC(=C1)C1=NC(=CC=C1)C1=CC(=CC=C1)C=1C=NC=CC1)C1=NC(=CC=C1)C1=CC(=CC=C1)C=1C=NC=CC1 1,3,5-tris(6-(3-(3-pyridyl)phenyl)pyridin-2-yl)benzene